NC1CCC(CC1)CNC1=C(C=C(C=C1)N1CCC(CC1)(C)C)C N-(((1r,4r)-4-aminocyclohexyl)methyl)-4-(4,4-dimethylpiperidin-1-yl)-2-methylaniline